3-allyl-2,4-pentanediol benzoate benzenesulfonate C1(=CC=CC=C1)S(=O)(=O)OC(C(C(C)OC(C1=CC=CC=C1)=O)CC=C)C